C(C)(=O)O.N1CCC(CC1)N1C(OC[C@@H]1C(C)C)=O (4S)-3-(piperidin-4-yl)-4-(propan-2-yl)-1,3-oxazolidin-2-one acetate